N1-(2,6-dicyclopropylphenyl)-N2-((S)-4-methyl-1-oxo-1-(((S)-3-oxo-1-((S)-2-oxopyrrolidin-3-yl)-4-(trifluoromethoxy)butan-2-yl)amino)pentan-2-yl)oxalamide C1(CC1)C1=C(C(=CC=C1)C1CC1)NC(C(=O)N[C@H](C(N[C@@H](C[C@H]1C(NCC1)=O)C(COC(F)(F)F)=O)=O)CC(C)C)=O